COC1=CC=C(C=C1)C(OC[C@]1(N(C[C@@H](C1)O)C(CCCCCCCCCCC(=O)OC)=O)C)(C1=CC=CC=C1)C1=CC=C(C=C1)OC methyl 12-((2s,4r)-2-((bis(4-methoxyphenyl) (phenyl) methoxy) methyl)-4-hydroxy-2-methylpyrrolidin-1-yl)-12-oxododecanoate